1-(6-bromoimidazo[1,2-a]pyridin-2-yl)cyclopropan-1-ol BrC=1C=CC=2N(C1)C=C(N2)C2(CC2)O